caesium formate C(=O)[O-].[Cs+]